N-(2-fluorobenzyl)-4-(1-methyl-1H-indazol-5-yl)-5-(6-methylpyridin-2-yl)-1H-imidazol-2-amine FC1=C(CNC=2NC(=C(N2)C=2C=C3C=NN(C3=CC2)C)C2=NC(=CC=C2)C)C=CC=C1